BrC=1C=C(C=CC1)N1N(CN(C1)C1=CC=CC=C1)C1=CC(=CC=C1)Br 1,2-bis(3-bromophenyl)-4-phenyl-1,2,4-triazolidine